2-chloro-N4-(3-(pyrrolidin-1-ylmethyl)benzyl)-1,8-naphthyridine-3,4-diamine ClC1=NC2=NC=CC=C2C(=C1N)NCC1=CC(=CC=C1)CN1CCCC1